N-[(3-chlorophenyl)methyl]-2-[5-(5-fluoro-2-methoxypyridin-4-yl)-1H-pyrazole-3-carbonyl]-2-azabicyclo[2.2.1]heptane-5-carboxamide ClC=1C=C(C=CC1)CNC(=O)C1C2CN(C(C1)C2)C(=O)C2=NNC(=C2)C2=CC(=NC=C2F)OC